C(C)(C)(C)C1C(CCCC1)OCCCC ((2-(tert-butyl)cyclohexyl)oxy)butan